C(C1=CC=CC=C1)OC1CN(CC1C=C)C(=O)[O-] 3-(benzyloxy)-4-vinylpyrrolidine-1-carboxylate